N-methylbenzimidazole-dione CN1C(N=C2C1=CC=CC2=O)=O